C(C=C)(=O)N1CCC(CC1)N1N=CC(=C1)C1=NN2N=CN=C(C2=C1C1=CC(=C(C(=O)NCC(F)(F)F)C=C1)OC)N 4-(6-(1-(1-acryloylpiperidin-4-yl)-1H-pyrazol-4-yl)-4-aminopyrazolo[5,1-f][1,2,4]triazin-5-yl)-2-methoxy-N-(2,2,2-trifluoroethyl)benzamide